CN1C(=NC2=C(C=C(C=C2C1=O)C)[C@@H](C)NC=1C(=CSC1)C(=O)O)N1CCOCC1 4-[[(1R)-1-(3,6-dimethyl-2-morpholino-4-oxo-quinazolin-8-yl)ethyl]amino]thiophene-3-carboxylic acid